3-[(2R,4R)-4-[2-[5-[(6,7-difluoro-4-methylsulfanyl-1H-indol-5-yl)oxy]-2-fluoro-phenyl]-1H-imidazol-4-yl]-2,4-dimethyl-chroman-8-yl]propanoic acid FC1=C(C(=C2C=CNC2=C1F)SC)OC=1C=CC(=C(C1)C=1NC=C(N1)[C@@]1(C[C@H](OC2=C(C=CC=C12)CCC(=O)O)C)C)F